2-(2',4'-dimethyl-[1,1'-biphenyl]-2-yl)-3-vinylimidazo[1,2-a]pyridine-7-carboxylic acid CC1=C(C=CC(=C1)C)C1=C(C=CC=C1)C=1N=C2N(C=CC(=C2)C(=O)O)C1C=C